3-[(Benzo[d][1,3]dioxolan-4-yl)-oxy]-3-(4-fluorophenyl)-N-methylpropylamine O1COC2=C1C=CC=C2OC(CCNC)C2=CC=C(C=C2)F